cis-dihydroxyboric acid OOB(OO)O